bis((2-(bis(3-aminopropyl)amino)ethyl)-phosphonate) tetrahydrochloride Cl.Cl.Cl.Cl.NCCCN(CCP(O)(O)=O)CCCN.NCCCN(CCP(O)(O)=O)CCCN